5-(5-methyl-2-thienyl)-5,6-dihydro-4H-1,2,4-oxadiazine CC1=CC=C(S1)C1NC=NOC1